4,4-difluoro-N-((7-fluorobenzofuran-6-yl)methyl)cyclohexan-1-amine FC1(CCC(CC1)NCC1=C(C2=C(C=CO2)C=C1)F)F